TRANS-4-HEPTENAL C(CC\C=C\CC)=O